C(\C=C\C(=O)[O-])(=O)OC(Cl)C(C)(C)C tert-butyl(chloromethyl) fumarate